2-((4-(dimethylphosphoryl)-2-methoxyphenyl)amino)-4-(methylamino)-7H-pyrrolo[2,3-d]pyrimidine-5-carbonitrile CP(=O)(C)C1=CC(=C(C=C1)NC=1N=C(C2=C(N1)NC=C2C#N)NC)OC